trilauryl-phosphonic acid C(CCCCCCCCCCC)OP(OCCCCCCCCCCCC)(=O)CCCCCCCCCCCC